C(C1=CC=CC=C1)OC1=C(C(=O)NC2=CC(=CC=C2)CN2CCOCC2)C=C(C(=C1)OCC1=CC=CC=C1)C(C)C 2,4-bis(benzyloxy)-5-isopropyl-N-(3-(morpholinylmethyl)phenyl)benzamide